3-(((R)-7-((2s,4R)-4-(((3-methylpyridin-2-yl)methyl)amino)-2-phenylpiperidine-1-carbonyl)-7-azaspiro[4.5]dec-10-yl)methyl)-6-phenylpyrimidin-4(3H)-one CC=1C(=NC=CC1)CN[C@H]1C[C@H](N(CC1)C(=O)N1CC2(CCCC2)[C@@H](CC1)CN1C=NC(=CC1=O)C1=CC=CC=C1)C1=CC=CC=C1